C(C1=CC=CC=C1)N1C[C@@H](N(CC1)CC(CN1C2=CC=CC=C2C=2C=C(C=CC12)F)O)C 1-((S)-4-benzyl-2-methylpiperazin-1-yl)-3-(3-fluoro-9H-carbazol-9-yl)-2-propanol